N-(4-(4-methoxypiperidin-1-yl)phenyl)-7-(8-methyl-2,3-dihydro-1H-pyrido[2,3-b][1,4]oxazin-7-yl)-5,6,7,8-tetrahydropyrido[3,4-d]pyrimidin-2-amine COC1CCN(CC1)C1=CC=C(C=C1)NC=1N=CC2=C(N1)CN(CC2)C2=C(C1=C(OCCN1)N=C2)C